3-cyclobutyl-5-(2-methylsulfanylpyrimidin-4-yl)pyrazolo[1,5-a]pyrimidine C1(CCC1)C=1C=NN2C1N=C(C=C2)C2=NC(=NC=C2)SC